F[C@]1(CN(CC[C@H]1NC(=O)C1=CC(=CC=2N(C=NC21)CC(F)(F)F)C#CCNC=2C(OC)=CC(=C(C2)C(NC)=O)F)C)C N-[(3S,4R)-3-fluoro-1-methyl-3-methyl-4-piperidyl]-6-{3-[4-(N-methylcarbamoyl)-5-fluoro-2-anisidino]-1-propynyl}-1-(2,2,2-trifluoroethyl)-1H-benzo[d]imidazole-4-carboxamide